CC1N(SC2=C(C1=O)C=CC=C2)C2=CC=CC=C2 3-methyl-2-phenyl-2,3-dihydrobenzothiazin-4-one